[N+](=O)([O-])[O-].[La+3].[N+](=O)([O-])[O-].[N+](=O)([O-])[O-] lanthanum nitrate salt